N1=C(C=CC=C1)C#CC1=CC=C(C=C1)C1=CC(=NO1)CN1C(=NC=C1)[C@H](C)O (S)-1-(1-((5-(4-(Pyridin-2-ylethynyl)phenyl)isoxazol-3-yl)methyl)-1H-imidazol-2-yl)ethan-1-ol